((1,3-dioxolan-2-yl)methyl)-2-chloro-N-cyclopropyl-5-(1-(2,6-dichloro-4-(perfluoropropane-2-yl)phenyl)-1H-pyrazol-4-yl)nicotinamide O1C(OCC1)CC1=NC(=C(C(=O)NC2CC2)C=C1C=1C=NN(C1)C1=C(C=C(C=C1Cl)C(C(F)(F)F)(C(F)(F)F)F)Cl)Cl